C[C@@]1([C@H]2C[C@H]3[C@@H](C(=O)C(=C([C@]3(C(=O)C2=C(C4=C(C=CC(=C41)Cl)O)O)O)O)C(=O)N)N(C)C)O The molecule is a member of the class of tetracyclines with formula C22H23ClN2O8 isolated from Streptomyces aureofaciens. It has a role as an antiprotozoal drug, a fluorescent probe, a calcium ionophore and an antibacterial drug. It is a member of monochlorobenzenes, a tertiary amino compound, a tertiary alcohol, a monocarboxylic acid amide, a tertiary alpha-hydroxy ketone and a member of tetracyclines. It is a conjugate acid of a chlortetracycline(1-).